NC1=CC(=C2C(=N1)C=C(S2)C2=CC=NN2C2OCCCC2)NC[C@@H](C)O (2R)-1-((5-amino-2-(1-(tetrahydro-2H-pyran-2-yl)-1H-pyrazol-5-yl)thieno[3,2-b]pyridin-7-yl)amino)-2-propanol